C(C1=CC=CC=C1)OC1C(=CC(CC1(C(C)(C)C)Br)(C(C)(C)C)C(C)(C)C)C1=CC=CC=C1 2-benzyloxy-3-bromo-5,3,5-tri-tert-butylbiphenyl